C(C)(C)(C)OC(=O)C1CC(C1)OCCOC1=C(C=C(C=C1)C=1OC2=C(C(=CC=C2C(C1)=O)Br)Cl)Cl 3-[2-[4-(7-bromo-8-chloro-4-oxo-chromen-2-yl)-2-chloro-phenoxy]ethoxy]cyclobutanecarboxylic acid tert-butyl ester